NC=1C=C(C=CC1)C1=CC(=C(C=C1)OC)NC1=NC=NC2=CC(=C(C=C12)OC1CCN(CC1)C(C=C)=O)OC 1-(4-((4-((3'-amino-4-methoxy-[1,1'-biphenyl]-3-yl)amino)-7-methoxy-quinazolin-6-yl)oxy)piperidin-1-yl)prop-2-en-1-one